tert-butyl (E)-(1-(5-hydroxypent-2-en-1-yl)-6-methyl-2-oxo-5-phenylpiperidin-3-yl)carbamate OCC/C=C/CN1C(C(CC(C1C)C1=CC=CC=C1)NC(OC(C)(C)C)=O)=O